[2-[3-[3-(benzotriazol-2-yl)-5-tert-butyl-4-hydroxy-phenyl]propanoyloxy methyl]-3-hydroxy-2-(hydroxymethyl)propyl]3-[3-(benzotriazol-2-yl)-5-tert-butyl-4-hydroxy phenyl]propanoate N=1N(N=C2C1C=CC=C2)C=2C=C(C=C(C2O)C(C)(C)C)CCC(=O)OCC(COC(CCC2=CC(=C(C(=C2)C(C)(C)C)O)N2N=C1C(=N2)C=CC=C1)=O)(CO)CO